(3-(2-((4-(4-(2-(2-((1,3-dioxo-2-(2-oxopiperidin-3-yl)isoindolin-4-yl)oxy)ethoxy)ethyl)piperazin-1-yl)phenyl)amino)pyrrolo[2,1-f][1,2,4]triazin-7-yl)phenyl)methanesulfonamide O=C1N(C(C2=C(C=CC=C12)OCCOCCN1CCN(CC1)C1=CC=C(C=C1)NC1=NN2C(C=N1)=CC=C2C=2C=C(C=CC2)CS(=O)(=O)N)=O)C2C(NCCC2)=O